Ethyl 4-{[(1S)-2-hydroxy-1-phenylethyl]amino}-2-[(2-methyl-3-oxo-1,2,3,4-tetrahydroisoquinolin-7-yl)amino]pyrimidine-5-carboxylate OC[C@H](C1=CC=CC=C1)NC1=NC(=NC=C1C(=O)OCC)NC1=CC=C2CC(N(CC2=C1)C)=O